(1S,2R)-N-(4-(2-(((1r,4r)-4-(dimethylamino)cyclohexyl)amino)-8-isopropyl-7-oxo-7,8-dihydropyrido[2,3-d]pyrimidin-6-yl)-2,3,6-trifluorophenyl)-2-methylcyclopropane-1-carboxamide CN(C1CCC(CC1)NC=1N=CC2=C(N1)N(C(C(=C2)C2=C(C(=C(C(=C2)F)NC(=O)[C@@H]2[C@@H](C2)C)F)F)=O)C(C)C)C